ClC=1C=C(C=CC1)C[C@@H](C1=NNC=C1)NC(OC(C)(C)C)=O tert-butyl (S)-(2-(3-chlorophenyl)-1-(1H-pyrazol-3-yl)ethyl)carbamate